NC1=C(C=C(C(=O)NC=2C(N(C=CC2)C(C(=O)OC)C)=O)C=C1)Cl methyl 2-(3-(4-amino-3-chlorobenzamido)-2-oxopyridin-1(2H)-yl)propanoate